(R or S)-2-((5-(6-(((1,1,1,3,3,3-hexafluoropropan-2-yl)oxy)carbonyl)-6-azaspiro[2.5]octane-1-carboxamido)pyridin-2-yl)oxy)acetic acid FC(C(C(F)(F)F)OC(=O)N1CCC2(C[C@H]2C(=O)NC=2C=CC(=NC2)OCC(=O)O)CC1)(F)F |o1:15|